3,5-difluoro-4-hydroxy-N-({(1r,4r)-4-[6-(pyridin-3-yl)-2H-indazol-2-yl]cyclohexyl}methyl)benzamide FC=1C=C(C(=O)NCC2CCC(CC2)N2N=C3C=C(C=CC3=C2)C=2C=NC=CC2)C=C(C1O)F